2-hydroxy-1-(pyridin-2-yl)ethanone OCC(=O)C1=NC=CC=C1